(4-((3-((trans)-4-hydroxycyclohexyl)-4-imino-5,6-diphenyl-3,4-dihydro-7H-pyrrolo[2,3-d]pyrimidin-7-yl)methyl)benzyl)propanamide O[C@@H]1CC[C@H](CC1)N1C=NC2=C(C1=N)C(=C(N2CC2=CC=C(CC(C(=O)N)C)C=C2)C2=CC=CC=C2)C2=CC=CC=C2